methyl (E)-4-(3-ethoxy-3-oxoprop-1-en-1-yl)-2-fluoro-5-nitrobenzoate C(C)OC(/C=C/C1=CC(=C(C(=O)OC)C=C1[N+](=O)[O-])F)=O